{3-[N,N-bis(tert-butyldimethylsilyl)amino]Propyl}methyldimethoxysilane [Si](C)(C)(C(C)(C)C)N([Si](C)(C)C(C)(C)C)CCC[Si](OC)(OC)C